6-fluorobenzo[d]oxazole FC1=CC2=C(N=CO2)C=C1